COC1=NC=CC(=C1)C=1C(=NC(=CC1)C(F)(F)F)NC(=O)N=[S@](=O)(N)C=1C=NN2C1OCC(C2)(C)C (R)-N'-((2'-methoxy-6-(trifluoromethyl)-[3,4'-bipyridin]-2-yl)carbamoyl)-6,6-dimethyl-6,7-dihydro-5H-pyrazolo[5,1-b][1,3]oxazine-3-sulfonimidamide